OC1CN(C1)C(CN1N=C(C(=C1C)C1=CC=C(N1)C(=O)N1C[C@H](CC1)C(=O)NC1=CC(=C(C(=C1)F)F)F)C)=O (S)-1-(5-(1-(2-(3-hydroxyazetidin-1-yl)-2-oxoethyl)-3,5-dimethyl-1H-pyrazol-4-yl)-1H-pyrrole-2-carbonyl)-N-(3,4,5-trifluorophenyl)pyrrolidine-3-carboxamide